O=C1NC(CCC1N1C(C2=CC=C(C=C2C1=O)OCCCOC=1C=C(C(=O)N)C=CC1)=O)=O 3-(3-((2-(2,6-dioxopiperidin-3-yl)-1,3-dioxoisoindolin-5-yl)oxy)propoxy)benzamide